C(CCC)N1C(C2=CN=CC=C2C(=C1)C1=C(C=C(C(=C1)OC)C=COC)OC)=O 2-butyl-4-(2,5-dimethoxy-4-(2-methoxyvinyl)phenyl)-2,7-naphthyridin-1(2H)-one